hexanoic acid sulfosuccinimidyl ester S(=O)(=O)(O)C1C(=O)N(C(C1)=O)OC(CCCCC)=O